NC=1OC=C(N1)C(=O)NC=1C=C(C=CC1SC)N1CCN(CC1)C(=O)OC(C)(C)C tert-Butyl 4-[3-{[(2-amino-1,3-oxazol-4-yl)carbonyl]amino}-4-(methylsulfanyl)phenyl]piperazine-1-carboxylate